COC1=NC=CC2=C(C=CC=C12)N1N=CC(=C1C(F)(F)F)C(=O)NC=1C=CC=2N(C1)N=CC2 1-(1-methoxyisoquinolin-5-yl)-N-(pyrazolo[1,5-a]pyridin-6-yl)-5-(trifluoromethyl)-1H-pyrazole-4-carboxamide